(((2R,3R,E)-5-((2S,3S,6S)-6-allyl-3-(methoxymethoxy)-3,6-dihydro-2H-pyran-2-yl)-3-methylhex-4-en-2-yl)oxy)triisopropylsilane C(C=C)[C@H]1C=C[C@@H]([C@@H](O1)/C(=C/[C@H]([C@@H](C)O[Si](C(C)C)(C(C)C)C(C)C)C)/C)OCOC